COC=1C=C(C=CC1)[C@@H]1N(C[C@H](CC1)C)C(C(=O)N)=O 2-((2R,5S)-2-(3-methoxyphenyl)-5-methylpiperidin-1-yl)-2-oxoacetamide